6-bromo-8-isopropyl-2-methylsulfonyl-pyrido[2,3-d]pyrimidin-7-one BrC1=CC2=C(N=C(N=C2)S(=O)(=O)C)N(C1=O)C(C)C